dimethyl 4-ethylpyridine-2,6-dicarboxylate C(C)C1=CC(=NC(=C1)C(=O)OC)C(=O)OC